CC1(CC2C(CC1)O2)C(CC2C(CC)O2)(C(=O)OCC2CC1C(CC2)O1)C 4-epoxycyclohexylmethyl 3,4-epoxy-1-methylcyclohexyl-3,4-epoxy-1-methylhexanecarboxylate